N(N=C1SC2=C(N1CC)C=CC(=C2)S(=O)(=O)O)=C2SC1=C(N2CC)C=CC(=C1)S(=O)(=O)O 2,2'-azinobis(3-ethylbenzthiazoline-6-sulfonic acid)